FC1=CC=C2C(=CC(=NC2=C1)C)N 7-fluoro-2-methylquinolin-4-amine